4-Oxypiperidol CC1(C)CC(O)CC(C)(C)N1[O]